(1R,2R)-2-amino-1-(4-aminophenyl)propane-1,3-diol N[C@@H]([C@H](O)C1=CC=C(C=C1)N)CO